C(C)OC1=C(C=CC=C1)C1=NN=C2SCC(=NN21)C2=CC=C(C=C2)NCC(=O)OCC ethyl (4-(3-(2-ethoxyphenyl)-7H-[1,2,4]triazolo[3,4-b][1,3,4]thiadiazin-6-yl)phenyl)glycinate